C(C)(C)C1=NC(=CC(=C1NC(=O)NS(=O)(=O)C=1C=NN2C1OCCC2)C2=CC(=NC=C2)OC)C(F)(F)F N-((2-isopropyl-2'-methoxy-6-(trifluoromethyl)-[4,4'-bipyridin]-3-yl)carbamoyl)-6,7-dihydro-5H-pyrazolo[5,1-b][1,3]oxazine-3-sulfonamide